(S)-1-methyl-N-(3-(1-((7-methyl-5H-pyrrolo[2,3-b]pyrazin-2-yl)amino)ethyl)phenyl)-5-(trifluoromethyl)-1H-pyrazole-3-carboxamide CN1N=C(C=C1C(F)(F)F)C(=O)NC1=CC(=CC=C1)[C@H](C)NC=1N=C2C(=NC1)NC=C2C